γ-methacryloxypropyl-dimethyl-methoxysilane C(C(=C)C)(=O)OCCC[Si](OC)(C)C